5-Oxo-N-(3-(4-((4-(4-(trifluoromethyl)piperidin-1-yl)phenyl)amino)phenyl)propyl)pyrrolidine-3-carboxamide tert-butyl-6-vinyl-2,5-diazabicyclo[2.2.2]octane-2-carboxylate C(C)(C)(C)OC(=O)N1C2C(NC(C1)CC2)C=C.O=C2CC(CN2)C(=O)NCCCC2=CC=C(C=C2)NC2=CC=C(C=C2)N2CCC(CC2)C(F)(F)F